phenacylsulfonamide C(C(=O)C1=CC=CC=C1)S(=O)(=O)N